tert-butyl 3-(2-((3,3-difluoroazetidin-1-yl)methyl)pyridin-4-yl)-4-oxopiperidine-1-carboxylate FC1(CN(C1)CC1=NC=CC(=C1)C1CN(CCC1=O)C(=O)OC(C)(C)C)F